CC(CCC=CC)=O 5-Hepten-2-one